ClC1=CC(=C(N)C=C1OC(F)F)F 4-chloro-5-(difluoromethoxy)-2-fluoroaniline